3-{6,12-dibromo-9-oxa-2,4,14-triazatricyclo[8.4.0.0^{3,8}]tetradeca-1(10),3,5,7,11,13-hexaen-2-yl}propan-1-ol BrC1=CN=C2N(C=3N=CC(=CC3OC2=C1)Br)CCCO